(R)-5-Bocazaspiro[2.4]heptane-6-carboxylic acid C(=O)(OC(C)(C)C)C1C[C@@]2(CN2)CC1C(=O)O